N-(cyclopropylmethyl)-7-methoxy-6-{3-[(3-methoxyphenyl)amino]propoxy}-1H,2H,3H-cyclopenta[b]quinolin-9-amine C1(CC1)CNC1=C2C(=NC=3C=C(C(=CC13)OC)OCCCNC1=CC(=CC=C1)OC)CCC2